O[C@@H]1[C@H](N(C[C@@H]([C@H]1O)O)CCC1=CC=CC=C1)CCC(C(=O)O)(C)C.COC(C(C[C@H]1N(C[C@@H]([C@H]([C@@H]1O)O)O)CCC1=CC=CC=C1)(C)C)=O ((2R,3R,4R,5S)-3,4,5-trihydroxy-1-phenethylpiperidin-2-yl)pivalic acid methyl ester (((2R,3R,4R,5S)-3,4,5-trihydroxy-1-PHENETHYLPIPERIDIN-2-yl) METHYL PIVALATE)